[4-Methoxy-6-(trifluoromethyl)pyridin-3-yl]boronic acid COC1=C(C=NC(=C1)C(F)(F)F)B(O)O